4-[[2-(5-Chloro-2-hydroxyphenyl)acetyl]amino]-N-(1-cyano-2-methoxy-1-methylethyl)pyridin ClC=1C=CC(=C(C1)CC(=O)NC1=CCN(C=C1)C(COC)(C)C#N)O